2-(4-cyclopropyl-6-methoxypyrimidin-5-yl)-4-(3-fluoro-4-(1-isopropyl-4-(trifluoromethyl)-1H-imidazol-2-yl)-5-methoxybenzyl)-6,7-dihydropyrazolo[1,5-a]pyrimidin-5(4H)-one C1(CC1)C1=NC=NC(=C1C1=NN2C(N(C(CC2)=O)CC2=CC(=C(C(=C2)OC)C=2N(C=C(N2)C(F)(F)F)C(C)C)F)=C1)OC